N-(3-(2-amino-8-methyl-5-oxopyrido[4,3-d]pyrimidin-6(5H)-yl)-2,4-difluorophenyl)-5-chloro-2-methoxypyridine-3-sulfonic acid amide NC=1N=CC2=C(N1)C(=CN(C2=O)C=2C(=C(C=CC2F)NS(=O)(=O)C=2C(=NC=C(C2)Cl)OC)F)C